N,5-bis(4-acetamidophenyl)-2-aminonicotinamide C(C)(=O)NC1=CC=C(C=C1)NC(C1=C(N=CC(=C1)C1=CC=C(C=C1)NC(C)=O)N)=O